1-((2S,4R)-4-((4-(3-(aminomethyl)-1,2,4-oxadiazol-5-yl)phenyl)amino)-2-methyl-3,4-dihydroquinolin-1(2H)-yl)propan-1-one NCC1=NOC(=N1)C1=CC=C(C=C1)N[C@@H]1C[C@@H](N(C2=CC=CC=C12)C(CC)=O)C